(±)-3-Amino-1,2-propanediol NC[C@H](CO)O |r|